(5-propylsulfonyloxy-imino-5H-thiophen-2-ylidene)-(2-methylphenyl)acetonitrile C(CC)S(=O)(=O)OC1C=CC(S1=N)=C(C#N)C1=C(C=CC=C1)C